[C@@H]1([C@H](O)[C@@H](O)[C@H](O)[C@H](O1)CO)C(=O)[C@H]1[C@H](O)[C@@H](O)[C@H](O)[C@H](O1)CO beta-glucosyl ketone